O1CCN2C(N=CC3=CC=CC1=C23)=O 2,3-dihydro-5H-[1,4]oxazino[2,3,4-ij]quinazolin-5-one